CC=CC(C)OCC=C(C)C methyl-3-(3-methyl-2-butene-1-oxy)-1-butene